C(C)(C)N1C(=NN=C1)C1=CC=CC(=N1)NC(N(C1=CC=CC=C1)C)=O 3-(6-(4-isopropyl-4H-1,2,4-triazol-3-yl)pyridin-2-yl)-1-methyl-1-phenylurea